[N+](=O)([O-])C1=NN(C=C1)C1=CC=C(C(=O)OCC)C=C1 ethyl 4-(3-nitro-1H-pyrazol-1-yl)benzoate